((5-bromo-4-methylpyridin-2-yl)sulfonyl)(thiazol-4-yl)carbamic acid tert-butyl ester C(C)(C)(C)OC(N(C=1N=CSC1)S(=O)(=O)C1=NC=C(C(=C1)C)Br)=O